tert-butyl-((7-iodo-5-(phenoxymethyl)benzofuran-2-yl)methoxy)dimethylSilane C(C)(C)(C)[Si](C)(C)OCC=1OC2=C(C1)C=C(C=C2I)COC2=CC=CC=C2